5-methyl-5-ethylnorbornene CC1(C2C=CC(C1)C2)CC